7-methyl-N,N-bis(2-(methyl-peroxy)propyl)octanoamide CC(CCCCCC(=O)N(CC(C)OOC)CC(C)OOC)C